ClC1=CC=2C(=NS(=NC2C(=C1)C(F)(F)F)(=O)C)N[C@@H](C)C=1N(N=CN1)C1=NC=CC=N1 8-chloro-3-methyl-3-oxo-N-[(1S)-1-(2-pyrimidin-2-yl-1,2,4-triazol-3-yl)ethyl]-10-(trifluoromethyl)-3λ6-thia-2,4-diazabicyclo[4.4.0]deca-1(6),2,4,7,9-pentaen-5-amine